CNC(=O)NC1CCCC=2C(=CN=CC12)C=1C=C2CCC(N(C2=CC1)C)=O 1-methyl-3-(4-(1-methyl-2-oxo-1,2,3,4-tetrahydroquinolin-6-yl)-5,6,7,8-tetrahydroisoquinolin-8-yl)urea